ClC1=CC(=NC=N1)C1=CC=2N(C=C1)C(=CN2)C 7-(6-chloropyrimidin-4-yl)-3-methylimidazo[1,2-a]pyridine